OC(CNC(NC=1C=C2C(=C(C(=NC2=CC1)C1=CC=CC=C1)C1=CC=CC=C1)NC(C)=O)=O)CC N-(6-(3-(2-hydroxybutyl)ureido)-2,3-diphenylquinolin-4-yl)acetamide